3-(benzo[d][1,3]dioxol-6-yl)-1H-pyrazolo[3,4-d]pyrimidin-4-amine O1COC2=C1C=C(C=C2)C2=NNC1=NC=NC(=C12)N